(R)-2-(3-methylmorpholino)-4-(1-(methylsulfonyl)cyclopropyl)imidazo[1,5-a]pyrimidine-8-carboxylic acid C[C@@H]1COCCN1C1=NC=2N(C(=C1)C1(CC1)S(=O)(=O)C)C=NC2C(=O)O